ClC=1C=C(C=CC1Cl)C=1N(C(=C(C(C1C(=O)OCC)=O)C)CN1N=C(C=C1)C(F)(F)F)CC ethyl 2-(3,4-dichlorophenyl)-1-ethyl-5-methyl-4-oxo-6-[[3-(trifluoromethyl)pyrazol-1-yl]methyl]pyridine-3-carboxylate